CN(CCCNC1=CC=C(C=N1)C1=CC=2C3=C(C=NC2C=C1)N(C(C31CC1)=O)C)C 8'-(6-((3-(Dimethylamino)propyl)amino)pyridin-3-yl)-3'-methylspiro[cyclopropane-1,1'-pyrrolo[2,3-c]quinolin]-2'(3'H)-one